2-(aminomethyl)isonicotinamide NCC=1C=C(C(=O)N)C=CN1